1-[1-methyl-3-(trifluoromethyl)pyrazol-4-yl]Methylamine CN1N=C(C(=C1)CN)C(F)(F)F